4-((but-2-en-1-yloxy)methyl)cyclohex-1-ene C(C=CC)OCC1CC=CCC1